tert-Butyl (4-(4-(6-methoxy-2-phenyl-1,2,3,4-tetrahydronaphthalen-1-yl)phenoxy)-butyl)carbamate COC=1C=C2CCC(C(C2=CC1)C1=CC=C(OCCCCNC(OC(C)(C)C)=O)C=C1)C1=CC=CC=C1